2-hydroxyphenyl-Benzothiophene OC1=C(C=CC=C1)C=1SC2=C(C1)C=CC=C2